NC1=C(C=C(N=N1)C1=C(C=CC=C1)O)N1C[C@@H](CCC1)N (R)-2-(6-amino-5-(3-aminopiperidin-1-yl)pyridazin-3-yl)phenol